COCCOCCOCCOC1=CC=C(C[C@H]2NCCNCCNCCNC2)C=C1 (2R)-2-(4-{2-[2-(2-methoxyethoxy)ethoxy]ethoxy}benzyl)-1,4,7,10-tetraazacyclododecane